ClC1=CC2=C(C(=N1)C(CC(=O)OC)=O)C=NN2C methyl 3-(6-chloro-1-methyl-1H-pyrazolo[4,3-c]pyridin-4-yl)-3-oxopropanoate